1,2,4,5-benzenetetramine copper tetrachloride [Cu](Cl)(Cl)(Cl)Cl.C=1(C(=CC(=C(C1)N)N)N)N